The molecule is a tetrapeptide comprising (2S,3R)-3-amino-2-hydroxy-5-methylhexanoyl, L-valyl, L-valyl and L-aspartic acid units joined in sequence It has a role as a protease inhibitor and an EC 3.4.11.* (aminopeptidase) inhibitor. CC(C)C[C@H]([C@@H](C(=O)N[C@@H](C(C)C)C(=O)N[C@@H](C(C)C)C(=O)N[C@@H](CC(=O)O)C(=O)O)O)N